N1=C(C=CC=C1)C(=O)N1CC(CC1)C(=O)NN 1-(pyridin-2-ylcarbonyl)pyrrolidine-3-carbohydrazide